5-amino-N-methyl-N-((3S)-6-(trifluoromethyl)-2,3-dihydro-1-benzofuran-3-yl)pyrimido[4,5-c][1,7]naphthyridine-9-carboxamide NC1=NC=2C=NC(=CC2C2=C1N=CN=C2)C(=O)N([C@@H]2COC1=C2C=CC(=C1)C(F)(F)F)C